S1C=NC2=C1C=CC(=C2)CNC(=O)[C@@H]2CN(CCC2)C=2C=1C(N=CN2)=NN(C1)C1=CC(=C(C=C1)C)F (S)-N-(benzo[d]thiazol-5-ylmethyl)-1-(2-(3-fluoro-4-methylphenyl)-2H-pyrazolo[3,4-d]pyrimidin-4-yl)piperidine-3-carboxamide